(dibenzothiophenyl)carbazole C1(=CC=CC=2SC3=C(C21)C=CC=C3)C3=CC=CC=2C1=CC=CC=C1NC32